N[C@@H](COC1=NC(=NC(=C1OC(C)C)C1=C(C=CC=C1C)C)NS(=O)(=O)C=1C=C(C(=O)O)C=CC1)CC(C)C 3-[[4-[(2R)-2-amino-4-methyl-pentoxy]-6-(2,6-dimethylphenyl)-5-isopropoxy-pyrimidin-2-yl]sulfamoyl]benzoic acid